[C-]#N.C(CCC)[N+]1(CCCCC1)C 1-butyl-1-methylpiperidinium cyanide